hexadecylaminomethane C(CCCCCCCCCCCCCCC)NC